(R)-3-butyl-7-(dimethylamino)-2-(4-methoxybenzyl)-1,1-dioxido-5-phenyl-2,3,4,5-tetrahydro-1,2,5-benzothiadiazepin-8-yl trifluoromethanesulfonate FC(S(=O)(=O)OC1=CC2=C(N(C[C@H](N(S2(=O)=O)CC2=CC=C(C=C2)OC)CCCC)C2=CC=CC=C2)C=C1N(C)C)(F)F